calcium aluminum chloride salt [Al](Cl)(Cl)Cl.[Ca]